(ethyl-cyclopentadienyl)(triphenylphosphine) copper [Cu].C(C)C1(C=CC=C1)C1=C(C=CC=C1)P(C1=CC=CC=C1)C1=CC=CC=C1